Cl.N1[C@@H](CNCC1)C(=O)O (S)-piperazine-2-carboxylic acid hydrochloride